[Na].FC=1C(=C(C(=O)NOCCO)C=C(C1F)CN1OC=CCC1=O)NC1=C(C=C(C=C1)I)F 3,4-difluoro-2-((2-fluoro-4-iodophenyl)amino)-N-(2-hydroxyethoxy)-5-((3-oxo-1,2-oxazin-2-yl)methyl)benzamide sodium